CC=1NC(C(=CN1)C#N)=O 2-methyl-6-oxo-1,6-dihydropyrimidine-5-carbonitrile